[2-(2,4-dimethoxyphenyl)-2-oxoethyl]malononitrile COC1=C(C=CC(=C1)OC)C(CC(C#N)C#N)=O